methyl 2-[[(1R,2S,5S)-3-[(2S)-2-(tert-butoxycarbonylamino)-3,3-dimethyl-butanoyl]-6,6-dimethyl-3-azabicyclo[3.1.0]hexane-2-carbonyl]amino]-2-[4-(trifluoromethyl)-3-pyridyl]acetate C(C)(C)(C)OC(=O)N[C@H](C(=O)N1[C@@H]([C@H]2C([C@H]2C1)(C)C)C(=O)NC(C(=O)OC)C=1C=NC=CC1C(F)(F)F)C(C)(C)C